3-(2-fluoro-4-(5-methyl-2-((1-(piperidin-4-yl)-1H-pyrazol-4-yl)amino)pyrimidin-4-yl)phenoxy)-2,2-dimethylpropanenitrile FC1=C(OCC(C#N)(C)C)C=CC(=C1)C1=NC(=NC=C1C)NC=1C=NN(C1)C1CCNCC1